N1=CC=C(C=C1)C(C)=NNC(=S)N methyl 4-pyridyl ketone thiosemicarbazone